(Z)-11-hexadecenaldehyde C(CCCCCCCCC\C=C/CCCC)=O